COC1=NC2=C(C=CC=C2C=C1)C(C)N 1-(2-methoxy-8-quinolinyl)ethylamine